1-propylsulfanyldisulfanylpropane CCCSSSCCC